O1C(CCC1)COC(C=C)=O Oxolan-2-ylmethylprop-2-enoate